(E)-3-(benzenesulfonyl)-1-(p-bromophenyl)-2-propen-1-one C1(=CC=CC=C1)S(=O)(=O)/C=C/C(=O)C1=CC=C(C=C1)Br